3-bromo-1-((2-(trimethyl-silyl)ethoxy)methyl)-1H-1,2,4-triazole BrC1=NN(C=N1)COCC[Si](C)(C)C